FC(C(=O)O)(F)F.NCCCCC(=O)O 5-aminopentanoic acid-trifluoroacetate salt